tert-butyl 5-((3,4-dichlorophenyl)carbamoyl)-3,3-difluoropiperidine-1-carboxylate ClC=1C=C(C=CC1Cl)NC(=O)C1CC(CN(C1)C(=O)OC(C)(C)C)(F)F